The molecule is a nucleobase analogue that is cytosine in which the hydrogen at position 5 is replaced by a carboxy group. It has a role as a metabolite. It is an aminopyrimidine, a nucleobase analogue, a pyrimidone and an aromatic carboxylic acid. It derives from a cytosine. C1=NC(=O)NC(=C1C(=O)O)N